ClC=1C(=NC(=NC1)NC1=CC(=C(C=C1)N=S(=O)(C)C)OC)N1C=C(C2=CC(=CC=C12)NC(C=C)=O)C N-[1-[5-Chloro-2-[4-[[dimethyl(oxo)-λ6-sulfanylidene]amino]-3-methoxy-anilino]pyrimidin-4-yl]-3-methyl-indol-5-yl]prop-2-enamide